C(C)C1=C(N=C(S1)NC(=O)C1=CC=C(C(=O)NCCNC(OC(C)(C)C)=O)C=C1)C1=NC=CC=C1 tert-butyl (2-(4-((5-ethyl-4-(pyridin-2-yl)thiazol-2-yl)carbamoyl)benzamido)ethyl)carbamate